2,5-dioxopyrrolidin-1-yl (tert-butoxycarbonyl)-D-valinate C(C)(C)(C)OC(=O)N[C@H](C(C)C)C(=O)ON1C(CCC1=O)=O